COC(=O)C1CC(C1)C1=CC(=C(C=C1)Br)F 3-(4-bromo-3-fluorophenyl)cyclobutane-1-carboxylic acid methyl ester